BrC=1C=CC(=C(C1)NC1=NC=NC2=CC(=C(C=C12)N)OC)OC N-(5-bromo-2-methoxyphenyl)-7-methoxyquinazoline-4,6-diamine